ClC=1C(=NC=CC1)C(=O)N[C@@]1(CN(CC1)C1=NC=C(C=C1)C=1C=2N(C=C(C1)OCC(C)(C)O)N=CC2C#N)C (S)-3-chloro-N-(1-(5-(3-cyano-6-(2-hydroxy-2-methylpropoxy)pyrazolo[1,5-a]pyridin-4-yl)pyridin-2-yl)-3-methylpyrrolidin-3-yl)picolinamide